3,12-dihydroxytetradecenoic acid methyl ester COC(C=C(CCCCCCCCC(CC)O)O)=O